ClC1=C(C=C(C(=N1)C#N)C(=O)OC)C methyl 6-chloro-2-cyano-5-methylpyridine-3-carboxylate